N-{[3-(3-Hydroxypyrrolidine-1-carbonyl)oxan-3-yl]methyl}-4H,5H,6H,7H,8H,9H-cycloocta[b]thiophene-2-carboxamide OC1CN(CC1)C(=O)C1(COCCC1)CNC(=O)C1=CC2=C(S1)CCCCCC2